[N].O1C(=CC(=O)C=2C(O)=CC(O)=CC12)C1=CC(O)=C(O)C=C1 luteolin nitrogen